4-methyl-6-[6-methyl-4-[(2S)-2-methylpiperazin-1-yl]-2-[[(2S)-1-methylpyrrolidin-2-yl]methoxy]-5,6,7,8-tetrahydroquinazolin-7-yl]-5-(trifluoromethyl)pyridin-2-amine CC1=CC(=NC(=C1C(F)(F)F)C1C(CC=2C(=NC(=NC2C1)OC[C@H]1N(CCC1)C)N1[C@H](CNCC1)C)C)N